CC=1C=CC(=NC1)C(=O)NC1=NC=C(C=C1)N1CCN(CC1)C1=NC=CC=C1 5-Methyl-N-(5-(4-(pyridin-2-yl)piperazin-1-yl)pyridin-2-yl)picolinamid